IC(S(=O)(=O)C1=CC=C(C)C=C1)I p-[(diiodomethyl)-sulfonyl]toluene